CC=1N(N=C2C=C(C=CC12)B1OC(C(O1)(C)C)(C)C)C1CCN(CC1)C 3-methyl-2-(1-methyl-4-piperidyl)-6-(4,4,5,5-tetramethyl-1,3,2-dioxaborolan-2-yl)indazole